NC=1C=CC(=C(C(=O)OC)C1)C=1N=CN(C1)C1CCC1 Methyl 5-amino-2-(1-cyclobutyl-1H-imidazol-4-yl)benzoate